NCC1CC2(C1)OC(N(C2)[C@@H](C)C=2C=CC=C1C(=C(NC21)C(=O)O)C=2C=NN(C(C2)=O)C)=O 7-((S)-1-((2S,4r)-2-(amino-methyl)-6-oxo-5-oxa-7-azaspiro[3.4]octan-7-yl)ethyl)-3-(1-methyl-6-oxo-1,6-dihydro-pyridazin-4-yl)-1H-indole-2-carboxylic acid